ClCC1=CC=C(C=C1)C#C 1-(chloromethyl)-4-ethynyl-benzene